ClC=1C(=CC2=C(C[C@@](O2)([C@H]2NCCC2)C2=CC=CC=C2)C1C=1C(=C2C=CC=NC2=CC1C(=O)N)F)F (S)-6-((S)-5-Chloro-6-fluoro-2-phenyl-2-((S)-pyrrolidin-2-yl)-2,3-dihydrobenzofuran-4-yl)-5-fluoroquinoline-7-carboxamide